CC1(OB(OC1(C)C)C1=CC=C(C=C1)C12CC(C1)(C2)CN2CCC(CC2)CO)C [1-[[3-[4-(4,4,5,5-tetramethyl-1,3,2-dioxaborolan-2-yl)phenyl]-1-bicyclo[1.1.1]pentanyl]methyl]-4-piperidyl]methanol